1-[3-fluoro-4-(4-{2-[3-(trifluoromethoxy)phenyl]acetamido}-1H-1,2,3-triazol-1-yl)butyl]-N-[(3-fluoropyridin-2-yl)methyl]-1H-1,2,3-triazole-4-carboxamide FC(CCN1N=NC(=C1)C(=O)NCC1=NC=CC=C1F)CN1N=NC(=C1)NC(CC1=CC(=CC=C1)OC(F)(F)F)=O